(S)-2-((7-((4-bromophenyl)oxy)-3,4-dihydroisoquinolin-2(1H)-yl)methyl)-1-((oxetan-2-yl)methyl)-1H-benzo[d]imidazole-6-carboxylic acid BrC1=CC=C(C=C1)OC1=CC=C2CCN(CC2=C1)CC1=NC2=C(N1C[C@H]1OCC1)C=C(C=C2)C(=O)O